FC=1C(=NC(=CC1)C)S(=O)(=O)NC=1N=CSC1 3-fluoro-6-methyl-N-(thiazol-4-yl)pyridine-2-sulfonamide